E-9-dodecenol C(CCCCCCC\C=C\CC)O